C(=O)(O)C(O)C(O)C(=O)O.C1(=CC=CC=C1)N[C@@H](CO)C(=O)O (+)-phenylserine tartrate